COC=1C(=NC=CC1)CC(=O)NC=1SC=CN1 2-(3-methoxy-2-pyridinyl)-N-thiazol-2-yl-acetamide